2,3-dimethoxyanthraquinone COC1=CC=2C(C3=CC=CC=C3C(C2C=C1OC)=O)=O